L-2-phenyl-thiophene C1(=CC=CC=C1)C=1SC=CC1